NC1=CC=C(OC2=CC(=C(N)C=C2)CCCCCC)C=C1 4-(4-aminophenoxy)-2-hexylaniline